3-Bromo-9-(3-dibenzofuranyl)-9H-carbazole BrC=1C=CC=2N(C3=CC=CC=C3C2C1)C=1C=CC2=C(OC3=C2C=CC=C3)C1